C(C(CCC(=O)O)C(=O)O)C(=O)O 1,2,4-butane-tricarboxylic acid